FC(/C=C/C(=O)OCC)(F)F ethyl 4,4,4-trifluorocrotonate